C(C)(C)(C)OC(=O)N1CC2=C(C=CC=C2CC1)OC1COCC1.SCCC[Si](OCC)(OCC)OCC γ-mercaptopropyl-triethoxysilane tert-Butyl-8-((tetrahydrofuran-3-yl)oxy)-3,4-dihydroisoquinoline-2(1H)-carboxylate